C=CCCC=O penten-5-one